C(C)[C@]1(C(OCC=2C(N3CC=4C(=NC=5C=C(C(=CC5C4C=O)NC(OC(C)(C)C)=O)F)C3=CC21)=O)=O)O tert-butyl (S)-(4-ethyl-8-fluoro-11-formyl-4-hydroxy-3,14-dioxo-3,4,12,14-tetrahydro-1H-pyrano[3',4':6,7]indolizino[1,2-b]quinolin-9-yl)carbamate